C(#N)C1=CNC2=C(C=CC(=C12)F)NS(=O)(=O)C=1C=NN(C1)[C@H](CO)C N-(3-cyano-4-fluoro-1H-indol-7-yl)-1-[(1S)-2-hydroxy-1-methyl-ethyl]pyrazole-4-sulfonamide